C(C)(C)C1=NN(C=2CN(C(CC21)=O)C)C=2C=CC=C1C=C(N=CC21)C=2C=CC(=NC2)C(=O)[O-].[Li+] lithium 5-(8-(3-isopropyl-6-methyl-5-oxo-4,5,6,7-tetrahydro-1H-pyrazolo[3,4-c]pyridin-1-yl)isoquinolin-3-yl)picolinate